CC1=C(C=CC=C1N)C1=CC=CC=C1 2-Methylbiphenyl-3-amine